sodium 2,3-dimethylpentanoate CC(C(=O)[O-])C(CC)C.[Na+]